N1N=C(C=C1)CC=1SC2=C(N(C=3C(N(N=CC32)CC=3N=CSC3C(=O)N)=O)C)N1 4-((2-((1H-pyrazol-3-yl)methyl)-4-methyl-5-oxo-4H-thiazolo[5',4':4,5]pyrrolo[2,3-d]pyridazin-6(5H)-yl)methyl)thiazole-5-carboxamide